2-(1H-pyrazol-4-yl)-4-(2-(2-(trifluoromethyl)imidazo[2,1-b]thiazol-5-yl)pyrimidin-4-yl)morpholine N1N=CC(=C1)C1CN(CCO1)C1=NC(=NC=C1)C1=CN=C2SC(=CN21)C(F)(F)F